C(C\C=C/CC)CC(=O)O.C(C\C=C/CC)OC(C)=O acetic acid (Z)-hex-3-enyl ester (cis-3-hexenyl acetate)